2-hydroxy-2-(6-(4-fluorophenoxy)pyridin-3-yl)propanoic acid OC(C(=O)O)(C)C=1C=NC(=CC1)OC1=CC=C(C=C1)F